2-(2-methyl-4-pyridyl)oxazole-4-carboxamide CC1=NC=CC(=C1)C=1OC=C(N1)C(=O)N